C(N)(=O)C=1C=C(C=CC1F)NC(C1=C(C(=CC=C1OC1=CC=C(C=C1)OC(F)(F)F)C(F)(F)F)F)=O N-(3-Carbamoyl-4-fluorophenyl)-2-fluoro-6-[4-(trifluoromethoxy)phenoxy]-3-(trifluoromethyl)benzamid